C[Si](C)(C)OP(O[Si](C)(C)C)F bis(trimethylsilyl)fluorophosphite